O=C1NC(CCC1N1C(C2=CC=C(C=C2C1)CCC(=O)N1CCN(CC1)C1CCN(CC1)C=1C(=CC2=C(C(C=3NC4=CC(=CC=C4C3C2=O)C#N)(C)C)C1)CC)=O)=O 8-(4-(4-(3-(2-(2,6-dioxopiperidin-3-yl)-1-oxoisoindolin-5-yl)propionyl)piperazin-1-yl)piperidin-1-yl)-9-ethyl-6,6-dimethyl-11-oxo-6,11-dihydro-5H-benzo[b]carbazole-3-carbonitrile